C(C=C)(=O)NCCNC(C=C)=O N,N'-bis(acryloyl)1,2-diaminoethane